2-(4-(2-(4-isopropyl-5-(8-methoxy-[1,2,4]triazolo[1,5-a]pyridin-6-yl)-1H-pyrazol-3-yl)thiazol-5-yl)piperidin-1-yl)acetonitrile C(C)(C)C=1C(=NNC1C=1C=C(C=2N(C1)N=CN2)OC)C=2SC(=CN2)C2CCN(CC2)CC#N